FC1=CC=C(C=2C3=C(NC12)CCN(C3)C(=O)C=3NC1=CC=CC=C1C3)C (6-fluoro-9-methyl-1,3,4,5-tetrahydropyrido[4,3-b]indol-2-yl)-(1H-indol-2-yl)methanone